C(C1=CC=CC=C1)N1CCC(CC1)[C@@H]1OC2(CC2)CN(C1)C(=O)C1=CC=CC=C1 (S)-(5-(1-benzylpiperidin-4-yl)-4-oxa-7-azaspiro[2.5]oct-7-yl)(phenyl)methanone